C(C)(C)(C)OC(=O)N1CCC(CC1)N1N=CC(=C1)NC(=O)C1=NOC(=C1)C1=NC=CN=C1 4-(4-(5-(pyrazin-2-yl)isoxazole-3-carboxamido)-1H-pyrazol-1-yl)piperidine-1-carboxylic acid tert-butyl ester